O1CCC(CC1)C=1SC(=CN1)B(O)O (2-(tetrahydro-2H-pyran-4-yl)thiazol-5-yl)boronic acid